1-oleoyl-2-oleoyl-3-butyryl-glycerol C(CCCCCCC\C=C/CCCCCCCC)(=O)OCC(OC(CCCCCCC\C=C/CCCCCCCC)=O)COC(CCC)=O